FC=1C=C2C(=CC=NC2=CC1)C1=CC=C(C(=N1)C)OC[C@](CC(C)C)(N)C (S)-1-((6-(6-fluoroquinolin-4-yl)-2-methylpyridin-3-yl)oxy)-2,4-dimethylpentan-2-amine